(E)-N-(2-chlorobenzyl)-2,2-dimethylpropane-1-imine ClC1=C(C/N=C/C(C)(C)C)C=CC=C1